OC1=CC=C2C(=CC(OC2=C1C(=O)O)=O)C 7-hydroxy-4-methyl-2-oxo-2H-chromen-8-carboxylic acid